OC[C@@H]1C[C@@H](CN1)NC1=NC=C2C=C(N=C(C2=C1)NC(C)C)C#N 7-(((3S,5S)-5-(hydroxymethyl)pyrrolidin-3-yl)amino)-1-(isopropylamino)-2,6-naphthyridine-3-carbonitrile